CYANOETHYLTRIMETHOXYSILAN C(#N)CC[Si](OC)(OC)OC